(R)-5-{4-[(2S,4S)-4-(3,5-dimethylpyridin-2-ylamino)-2-hydroxymethylpyrrolidine-1-carbonyl]phenyl}-5-isopropylimidazolidine-2,4-dione CC=1C(=NC=C(C1)C)N[C@H]1C[C@H](N(C1)C(=O)C1=CC=C(C=C1)[C@@]1(C(NC(N1)=O)=O)C(C)C)CO